COC(COCC1(CCN(CC1)C(=O)OCC1=CC=CC=C1)O)OC benzyl 4-[(2,2-dimethoxyethoxy)methyl]-4-hydroxypiperidine-1-carboxylate